FC1=CC=CC=2C(=N[C@@H](C(NC21)=O)NC(=O)C=2C(=NN1C2OCCC1)C1=C(C=CC=C1)C)C1=CC=CC=C1 N-[(3S)-9-Fluoro-2-oxo-5-phenyl-1,3-dihydro-1,4-benzodiazepin-3-yl]-2-(2-methylphenyl)-6,7-dihydro-5H-pyrazolo[5,1-b][1,3]oxazine-3-carboxamide